methyl 4-{3-[(3,5-difluoro phenyl)methoxy]-5-[(1-methylazetidin-3-yl)oxy]pyridin-2-yl}-5-methylthiophene-2-carboxylate FC=1C=C(C=C(C1)F)COC=1C(=NC=C(C1)OC1CN(C1)C)C=1C=C(SC1C)C(=O)OC